dibenzo[c,f][1,2]thiazepin-11(6H)-one 5,5-dioxide C1=CC=CC2=C1C(C1=C(NS2(=O)=O)C=CC=C1)=O